ethylene glycol mono-maleate C(\C=C/C(=O)O)(=O)O.C(CO)O